N-(3-chloro-2-Methylphenyl)-2-(ethylamino)-6-({[2-(trifluoromethyl)phenyl]carbonyl}amino)-1H-benzimidazole-4-carboxamide ClC=1C(=C(C=CC1)NC(=O)C1=CC(=CC=2NC(=NC21)NCC)NC(=O)C2=C(C=CC=C2)C(F)(F)F)C